3-(2-oxo-6-(4-((4-(2-(3-(trifluoromethyl)-1H-1,2,4-triazol-1-yl)pyrimidin-4-yl)piperazin-1-yl)methyl)benzyl)benzo[cd]indol-1(2H)-yl)piperidine-2,6-dione O=C1N(C2=CC=C(C=3C2=C1C=CC3)CC3=CC=C(C=C3)CN3CCN(CC3)C3=NC(=NC=C3)N3N=C(N=C3)C(F)(F)F)C3C(NC(CC3)=O)=O